2-ethyl-arachidic acid C(C)C(C(=O)O)CCCCCCCCCCCCCCCCCC